5-(trans-4-(((3-(2-Cyclopropylthiazol-5-yl)phenyl)amino)methyl)cyclohexyl)-2-methoxybenzonitrile C1(CC1)C=1SC(=CN1)C=1C=C(C=CC1)NC[C@@H]1CC[C@H](CC1)C=1C=CC(=C(C#N)C1)OC